2-(naphthalen-2-yl)L-prolyl-L-leucinamide C1=C(C=CC2=CC=CC=C12)[C@@]1(NCCC1)C(=O)N[C@@H](CC(C)C)C(=O)N